C([C@H]([C@H](C(=O)O)OP(=O)(O)O)O)O Phosphoerythronic acid